(S)-2-(1-(2-chloropyrrolo[2,1-f][1,2,4]triazin-4-yl)pyrrolidin-2-yl)propan-2-ol ClC1=NN2C(C(=N1)N1[C@@H](CCC1)C(C)(C)O)=CC=C2